5-phenylvaleric acid sodium salt [Na+].C1(=CC=CC=C1)CCCCC(=O)[O-]